1-chloro-3-(diphenylsilyl)benzene ClC1=CC(=CC=C1)[SiH](C1=CC=CC=C1)C1=CC=CC=C1